(S)-2-((tetrahydrofuran-3-yl)oxy)ethyl acetate C(C)(=O)OCCO[C@@H]1COCC1